FC(C)(F)C1=NC(=CC(=N1)NC1=CC(=NC=C1OCC)NC(C)=O)OC1CC(C1)F N-(4-((2-(1,1-difluoroethyl)-6-((1r,3r)-3-fluorocyclobutoxy)pyrimidin-4-yl)amino)-5-ethoxypyridin-2-yl)acetamide